3-bromothioanisole BrC=1C=C(C=CC1)SC